FC1=CC=C(C=2N(C(=NC21)C=2C(=NON2)N)CC=2C=NC=CC2)F 4-[4,7-difluoro-1-(pyridin-3-ylmethyl)benzimidazol-2-yl]-1,2,5-oxadiazol-3-amine